N1=CC=C(C=C1)C1=CC=CC=2[C@@H](OCCCC21)CNC(OC(C)(C)C)=O |o1:11| rel-(R)-tert-butyl ((6-(pyridin-4-yl)-1,3,4,5-tetrahydrobenzo[c]oxepin-1-yl)methyl)carbamate